C(C(=O)O)(=O)O.O1N=C(N=C1)C=1N=C(SC1)OCCCN1CCN(CC1)C1=NSC2=C1C=CC=C2 3-{4-[3-(4-[1,2,4]oxadiazol-3-yl-thiazol-2-yloxy)-propyl]-piperazin-1-yl}-benzo[d]isothiazole oxalate salt